3,9-diethyl-3,9-dihydroxymethyl-1,5,7,11-tetraoxaspiro[5.5]undecane C(C)C1(COC2(OC1)OCC(CO2)(CO)CC)CO